(2S)-4-[2-[1-(2,6-dioxo-3-piperidyl)-3-methyl-2-oxo-benzimidazol-5-yl]ethyl]piperazine-2-carboxylic acid carbamate C(N)(O)=O.O=C1NC(CCC1N1C(N(C2=C1C=CC(=C2)CCN2C[C@H](NCC2)C(=O)O)C)=O)=O